3-(acryloyloxy)propyl-triethoxysilane tert-butyl-4-(6-cyclopropoxy-5-nitro-1-oxoisoindolin-2-yl)piperidine-1-carboxylate C(C)(C)(C)OC(=O)N1CCC(CC1)N1C(C2=CC(=C(C=C2C1)[N+](=O)[O-])OC1CC1)=O.C(C=C)(=O)OCCC[Si](OCC)(OCC)OCC